dimethyl(4-(4,4,5,5-tetramethyl-1,3,2-dioxaborolan-2-yl)phenyl)silanol C[Si](O)(C1=CC=C(C=C1)B1OC(C(O1)(C)C)(C)C)C